COC1=C(NC=2N=C(C3=C(N2)NCC3)NC3=C(C=CC=C3)S(=O)(=O)NC(C)C)C=CC(=C1)N1CCC(CC1)N1CCN(CC1)C 2-[[2-[2-methoxy-4-[4-(4-methylpiperazin-1-yl)piperidin-1-yl]anilino]-6,7-dihydro-5H-pyrrolo[2,3-d]pyrimidin-4-yl]amino]-N-propan-2-ylbenzenesulfonamide